ClC=1C=C2C=NN(C2=C(C1)C(=O)NC1CC2(CC(C2)CC(=O)O)C1)CC=1C=NC(=CC1)C1=CC(=C(C=C1)OC)F (6-(5-chloro-1-((6-(3-fluoro-4-methoxyphenyl)pyridin-3-yl)methyl)-1H-indazole-7-carboxamido)spiro[3.3]heptan-2-yl)acetic acid